FC=1C(=NC=CC1C)[C@@H](CCOC)N1C[C@@H](N([C@@H](C1)C)C(C(C)C)=O)C(=O)O (2R,6R)-4-((R)-1-(3-fluoro-4-methylpyridin-2-yl)-3-methoxypropyl)-1-isobutyryl-6-methylpiperazine-2-carboxylic acid